4-(5'-cyclobutoxy-3,3'-difluoro-biphenyl-4-yloxy)-butyric acid C1(CCC1)OC=1C=C(C=C(C1)C1=CC(=C(C=C1)OCCCC(=O)O)F)F